ClC=1C(NC(NC1CCl)=O)=O 5-chloro-6-(chloromethyl)-2,4(1h,3h)-pyrimidinedione